1-octadecanoyl-2-(6Z,9Z,12Z-octadecatrienoyl)-glycero-3-phosphocholine CCCCCCCCCCCCCCCCCC(=O)OC[C@H](COP(=O)([O-])OCC[N+](C)(C)C)OC(=O)CCCC/C=C\C/C=C\C/C=C\CCCCC